3-(pyridin-2-yldisulfaneyl)propanamide N1=C(C=CC=C1)SSCCC(=O)N